NC=1NCN=CC1 4-amino-2,3-dihydropyrimidine